FC1=CC(=C(C=C1C(F)(F)F)O)C1=C2C(=C(N=N1)N[C@H]1[C@H](CCCC1)O)C=NC=C2 4-fluoro-2-[4-[[(1R,2S)-2-hydroxycyclohexyl]amino]pyrido[3,4-d]pyridazin-1-yl]-5-(trifluoromethyl)phenol